C(C)(=O)O[C@H](COC1=CC=C(C=C1)S(=O)(=O)C1=CC(=C(C(=C1)Cl)OC[C@@H](CCl)OC(C)=O)Cl)CN1CCOCC1 (S)-1-(4-((4-((S)-2-acetoxy-3-chloropropoxy)-3,5-dichlorophenyl)sulfonyl)phenoxy)-3-morpholinopropan-2-yl acetate